COC=1C=C(C=C(C1)OC)NCC1=CC=CC=C1 (3,5-dimethoxyphenyl)benzylamine